2-{[4-(2,5-dimethyl-1H-pyrrol-1-yl)phenyl]sulfanyl}acetic acid CC=1N(C(=CC1)C)C1=CC=C(C=C1)SCC(=O)O